2-chloro-5-fluoropyridin ClC1=NC=C(C=C1)F